(2S)-2-methylolethyleneoxide C(O)[C@H]1CO1